(2R)-2-(6-{5-chloro-2-[(oxan-4-yl)amino]pyrimidin-4-yl}-1-oxo-2,3-dihydro-1H-isoindol-2-yl)-N-[(1S)-1-(3-fluoro-5-methoxyphenyl)-2-hydroxyethyl]propanamide ClC=1C(=NC(=NC1)NC1CCOCC1)C1=CC=C2CN(C(C2=C1)=O)[C@@H](C(=O)N[C@H](CO)C1=CC(=CC(=C1)OC)F)C